(R)-5-(2-(dimethylamino)ethoxy)-N-(1-(3-(1-ethyl-1H-pyrazol-5-yl)-5-(1-methyl-1H-pyrazol-4-yl)phenyl)ethyl)-2-methylbenzamide CN(CCOC=1C=CC(=C(C(=O)N[C@H](C)C2=CC(=CC(=C2)C=2C=NN(C2)C)C2=CC=NN2CC)C1)C)C